The molecule is a 2-(2-hydroxyacyl)sphingosine in which the ceramide N-acyl group is specified as 2-hydroxypalmitoyl. It has a role as a mouse metabolite. It derives from a 2-hydroxyhexadecanoic acid. CCCCCCCCCCCCCCC(C(=O)N[C@@H](CO)[C@@H](/C=C/CCCCCCCCCCCCC)O)O